methyl 3-mercaptopropanoate SCCC(=O)OC